2-oxopropanedioic acid 1,3-diethyl ester C(C)OC(C(C(=O)OCC)=O)=O